C(C1=CC=CC=C1)OCCN1N=C(N=C1)C=1C(=CC=CC1)OC 3-(1-(2-(benzyloxy)ethyl)-1H-1,2,4-triazol-3-yl)-2-methoxybenzene